C1(CCC1)NC(=O)C=1SC2=C(N=C(N=C2N2CCOCC2)N/N=C/C=2C=C(C=CC2)C)N1 N-cyclobutyl-7-morpholino-5-[(2E)-2-(m-tolylmethylene)hydrazino]thiazolo[4,5-d]pyrimidine-2-carboxamide